palladium-gold-zinc [Zn].[Au].[Pd]